Cl.N1C[C@@H](CC1)C(=O)OCC1=CC=CC=C1 benzyl (3R)-pyrrolidine-3-carboxylate hydrochloride